COC1=CC2=C(NN=N2)C=C1 5-methoxy-benzotriazol